ethyl 1-(3-nitropyridin-2-yl)-1H-pyrazole-4-carboxylate [N+](=O)([O-])C=1C(=NC=CC1)N1N=CC(=C1)C(=O)OCC